C(C)OC(=O)C1=CN(C=CC1=O)C1=CC2=C(N=C(O2)N2C(CCC2)COC)C=C1 1-(2-(2-(methoxymethyl)pyrrolidin-1-yl)benzo[d]oxazol-6-yl)-4-oxo-1,4-dihydropyridine-3-carboxylic acid ethyl ester